C(C)(C)(C)OC(=O)NCC(=O)NCC(=O)N[C@H](C(=O)O)CC1=CC=CC=C1 (2S)-2-(2-[2-[(tert-butoxycarbonyl)amino]acetamido]acetamido)-3-phenylpropanoic acid